β-alaninol NCCCO